N-[2-[(3-aminocyclobutyl)amino]-2-oxo-ethyl]-4-[[3-[1-(cyanomethyl)-3-(trifluoromethyl)pyrazol-4-yl]imidazo[1,2-a]pyrazin-8-yl]amino]-2-ethyl-benzamide NC1CC(C1)NC(CNC(C1=C(C=C(C=C1)NC=1C=2N(C=CN1)C(=CN2)C=2C(=NN(C2)CC#N)C(F)(F)F)CC)=O)=O